6-Bromo-8-chloro-2-methyl-4H-pyrido[3,4-d][1,3]oxazin-4-one BrC1=CC2=C(N=C(OC2=O)C)C(=N1)Cl